C(#N)C=1C=C(C=CC1)C=1N=C(SC1C1=CC(=NC(=C1)C)C)NC(=O)N1C[C@@H](CC1)C(=O)N (3R)-N1-[4-(3-Cyanophenyl)-5-(2,6-dimethyl-4-pyridyl)thiazol-2-yl]pyrrolidin-1,3-dicarboxamid